(3-Chloro-2,4-dimethyl-5,7-dihydropyrrolo[3,4-b]pyridin-6-yl)-[(3R)-1-(6-methyl-3-pyridyl)pyrrolidin-3-yl]methanon ClC=1C(=C2C(=NC1C)CN(C2)C(=O)[C@H]2CN(CC2)C=2C=NC(=CC2)C)C